2-(6-{[(3R,4S)-4-fluoro-1-methylpyrrolidin-3-yl]amino}[1,3]thiazolo[4,5-c]pyridazin-3-yl)-5-(1H-pyrazol-4-yl)phenol formate C(=O)OC1=C(C=CC(=C1)C=1C=NNC1)C1=CC2=C(N=N1)N=C(S2)N[C@@H]2CN(C[C@@H]2F)C